ClC1=C(C=CC=C1OC)C1=NC(=C2C=C(N=CC2=C1)N[C@H]1[C@H](COC1)NC(C=C)=O)NCCO N-((3R,4S)-4-((7-(2-chloro-3-methoxyphenyl)-5-((2-hydroxyethyl)amino)-2,6-naphthyridin-3-yl)amino)tetrahydrofuran-3-yl)acrylamide